4-amino-7-fluoro-N-((1R)-1-(3-methoxy-5-(trifluoromethyl)-2-pyridinyl)ethyl)-N,3-dimethyl-3H-pyrazolo[3,4-c]quinoline-8-carboxamide NC1=NC=2C=C(C(=CC2C2=C1N(N=C2)C)C(=O)N(C)[C@H](C)C2=NC=C(C=C2OC)C(F)(F)F)F